CC1=C(C=C(C=C1)NC(=O)C=1C=C2C(=NC1C1=CC=C(C=C1)[N+](=O)[O-])CN(C2)C(=O)OC(C)(C)C)C(F)(F)F tert-butyl 3-[[4-methyl-3-(trifluoromethyl) phenyl] carbamoyl]-2-(4-nitrophenyl)-5,7-dihydropyrrolo[3,4-b]pyridine-6-carboxylate